BrC1=CC=C(OCC2OC(COC2)C(=C)C)C=C1 2-((4-bromophenoxy)methyl)-6-(prop-1-en-2-yl)-1,4-dioxan